ClC1=CC2=C(C=N1)C(=NN2C2=NC(=NC=C2)C(C)(F)F)N2CC(CC2C)NC(OC(C)(C)C)=O tert-butyl (1-(6-chloro-1-(2-(1,1-difluoroethyl)pyrimidin-4-yl)-1H-pyrazolo[4,3-c]pyridin-3-yl)-5-methylpyrrolidin-3-yl)carbamate